N'-(3-methyl-2-hydroxybenzylidene)-2-((3-cyanophenyl)amino)butanoyl-hydrazine [3,5-bis(azanylcarbothioyl)phenyl]5-(benzenecarbothioyl)-2,3-dihydro-1H-pyrrolizine-1-carboxylate NC(=S)C=1C=C(C=C(C1)C(=S)N)OC(=O)C1CCN2C(=CC=C12)C(=S)C1=CC=CC=C1.CC=1C(=C(C=NNC(C(CC)NC2=CC(=CC=C2)C#N)=O)C=CC1)O